benzyl-4-(3-chlorophenyl)-1,2,3,4-tetrahydroquinoxaline C(C1=CC=CC=C1)N1CCN(C2=CC=CC=C12)C1=CC(=CC=C1)Cl